methyl 4-bromo-5-(bromomethyl)-2-fluorobenzoate BrC1=CC(=C(C(=O)OC)C=C1CBr)F